5-(6-((1-(1,1-Difluoroethyl)cyclopropyl)ethynyl)-2,3,4,5-tetrahydro-1H-benzo[b]azepin-1-yl)-6,7-difluoro-[1,2,4]triazolo[4,3-a]quinazoline FC(C)(F)C1(CC1)C#CC1=CC=CC=2N(CCCCC21)C2=NC=1N(C3=CC=C(C(=C23)F)F)C=NN1